1,2-didodecanoyl-sn-glycero-3-phosphoethanolamine C(CCCCCCCCCCC)(=O)OC[C@@H](OC(CCCCCCCCCCC)=O)COP(=O)(O)OCCN